tert-butyl (S)-3-((cyclopentylsulfonyl) methyl)pyrrolidine-1-carboxylate C1(CCCC1)S(=O)(=O)C[C@@H]1CN(CC1)C(=O)OC(C)(C)C